18-(tert-butoxy)-17-(tert-butoxycarbonyl)-17-methyl-18-oxooctadecanoic acid C(C)(C)(C)OC(C(CCCCCCCCCCCCCCCC(=O)O)(C)C(=O)OC(C)(C)C)=O